C(C)(=O)N[C@H](C(=O)N[C@H](C(=O)N[C@@H](CC1=CC=CC=C1)C(=O)NCC(=O)OCC=C)CCC(C=[N+]=[N-])=O)CC1=CC=CC=C1 Allyl ((S)-2-((S)-2-acetamido-3-phenylpropanamido)-6-diazo-5-oxohexanoyl)-L-phenylalanylglycinate